C(#N)CC(=O)C1=C(C(=O)O)C=CC=C1 2-(2-cyanoacetyl)benzoic acid